(1,5-dimethylimidazol-2-yl)methanol CN1C(=NC=C1C)CO